P(=O)(O)(O)OC[C@@H]1CC[C@@H](O1)N1C(=O)N=C(N)C=C1 2',3'-Dideoxycytidine-5'-monophosphate